C(C)(C)(C)OC(=O)NC(C(C)C(C(=O)OCC)C(=O)OCC)CC1=CC=CC=C1 (±)-Diethyl 2-(3-((tert-butoxycarbonyl)amino)-4-phenylbutan-2-yl)malonate